2-bromo-4-chloropyridine BrC1=NC=CC(=C1)Cl